ClC1=C(C=O)C(=CC=C1)OCC=1N(C(=CN1)Cl)C 2-CHLORO-6-[(5-CHLORO-1-METHYL-1H-IMIDAZOL-2-YL)METHOXY]BENZALDEHYDE